FC1=C(OC2=C(C=C(C=C2)S(=O)(=O)C)C2=CN(C(C3=C2N=CN=C3)=O)C)C=CC(=C1)F 8-[2-(2,4-difluorophenoxy)-5-methylsulfonylphenyl]-6-methylpyrido[4,3-d]pyrimidin-5-one